3-chloro-2-fluoro-N-[3-[(1S)-2-(4-fluoroanilino)-1-methyl-2-oxo-ethyl]-1-bicyclo[1.1.1]pentanyl]benzamide ClC=1C(=C(C(=O)NC23CC(C2)(C3)[C@@H](C(=O)NC3=CC=C(C=C3)F)C)C=CC1)F